CC(C(C)C)(OO)OO 1,2-dimethylpropylidene dihydroperoxide